ClC=1C=C(OC2=C(C=C(C=C2)NC(CC2=CC=C(C=C2)Cl)=O)S(N)(=O)=O)C=CC1 N-[4-(3-chlorophenoxy)-3-sulfamylphenyl]-2-(4-chlorophenyl)acetamide